BrC1=CC2=C(C(C(O2)(C)C)NC(O[C@@H]2CN3CCC2CC3)=O)C=C1 (S)-quinuclidin-3-yl (6-bromo-2,2-dimethyl-2,3-dihydrobenzofuran-3-yl)carbamate